CN1C=2N(N=C1C)N=CC2CNC(C2=CC(=C(C=C2)OC(F)(F)F)F)=O N-[(1,2-dimethyl-1H-pyrazolo[1,5-b][1,2,4]triazol-7-yl)methyl]-3-fluoro-4-(trifluoromethoxy)benzamide